3-(3-(2-(dimethylamino)-ethoxy)phenyl)isonicotinic acid CN(CCOC=1C=C(C=CC1)C1=C(C(=O)O)C=CN=C1)C